C(C1=CC=CC=C1)N1C=NC2=CC=C(C(=C2C1=O)Cl)SC=1N=CC(=NC1)N1CCC2(CC1)[C@@H](C1=CC=CC=C1C2)N[S@](=O)C(C)(C)C (R)-N-((S)-1'-(5-((3-benzyl-5-chloro-4-oxo-3,4-dihydroquinazolin-6-yl)thio)Pyrazin-2-yl)-1,3-dihydrospiro[indene-2,4'-piperidin]-1-yl)-2-methylpropane-2-sulfinamide